(6-(imidazo[1,2-a]pyridin-8-yloxy)pyridin-3-yl)-2-oxo-1-phenyl-1,2,4,5,6,7-hexahydropyrazolo[1,5-a]pyridine-3-carboxamide N=1C=CN2C1C(=CC=C2)OC2=CC=C(C=N2)C2C=1N(CCC2)N(C(C1C(=O)N)=O)C1=CC=CC=C1